(2H3)methyl-6-[(1R,2R)-2-methylcyclopropaneamido]pyridazine-3-carboxamide C([2H])([2H])([2H])C1=C(N=NC(=C1)NC(=O)[C@H]1[C@@H](C1)C)C(=O)N